8-(3,6-diazabicyclo[3.1.1]heptan-3-yl)-3-(5-(difluoromethyl)-1,3,4-thiadiazol-2-yl)-N-(1-methylcyclopropyl)imidazo[1,5-a]pyridine-6-sulfonamide formate C(=O)O.C12CN(CC(N1)C2)C=2C=1N(C=C(C2)S(=O)(=O)NC2(CC2)C)C(=NC1)C=1SC(=NN1)C(F)F